isoquinolin-3-amine tris(2,2,2-trifluoroacetate) FC(C(=O)O)(F)F.FC(C(=O)O)(F)F.FC(C(=O)O)(F)F.C1=NC(=CC2=CC=CC=C12)N